2,4-dichloro-6-[3-oxabicyclo[3.1.0]hexane-1-yl]pyridine ClC1=NC(=CC(=C1)Cl)C12COCC2C1